(6-((2-((4-(4-(4-ethylpiperazin-1-yl)piperidin-1-yl)-2-methoxy-5-methylphenyl)amino)-7H-pyrrolo[2,3-d]pyrimidin-4-yl)amino)quinoxalin-5-yl)dimethylphosphine oxide C(C)N1CCN(CC1)C1CCN(CC1)C1=CC(=C(C=C1C)NC=1N=C(C2=C(N1)NC=C2)NC=2C(=C1N=CC=NC1=CC2)P(C)(C)=O)OC